Cl.FC(C=1C=C(CC=2C=NNC2)C=CC1)(F)F 4-(3-(trifluoromethyl)benzyl)-1H-pyrazole hydrochloride